(2R,3R,4S,5S)-2-(6-(allylamino)-9H-purin-9-yl)-5-(iodomethyl)tetrahydrofuran-3,4-diol C(C=C)NC1=C2N=CN(C2=NC=N1)[C@@H]1O[C@@H]([C@H]([C@H]1O)O)CI